NC1=[N+](C=CC(=N1)N)[O-] 2,4-DIAMINOPYRIMIDIN OXID